6-((3R)-3-(4-(trifluoromethyl)phenyl)cyclopentyl)-2-thia-6-azaspiro[3.4]octane 2,2-dioxide FC(C1=CC=C(C=C1)[C@H]1CC(CC1)N1CC2(CS(C2)(=O)=O)CC1)(F)F